ClC1=NC(=CC2=C1C=CN2C[C@H](CC)C)Cl (S)-4,6-dichloro-1-(2-methylbutyl)-1H-pyrrolo[3,2-c]pyridine